2-(2-(6-methylpyridin-2-yl)imidazo[1,2-a]pyridin-3-yl)-7-(4,5,6,7-tetrahydropyrazolo[1,5-a]pyrazin-3-yl)-1,5-naphthyridine CC1=CC=CC(=N1)C=1N=C2N(C=CC=C2)C1C1=NC2=CC(=CN=C2C=C1)C=1C=NN2C1CNCC2